(S)-2-amino-N-(4-((1,4-dimethyl-1H-pyrazol-5-yl)methyl)pyridin-2-yl)-2-((1r,4S)-4-methylcyclohexyl)acetamide HCl salt Cl.N[C@H](C(=O)NC1=NC=CC(=C1)CC1=C(C=NN1C)C)C1CCC(CC1)C